C1N(CCC2=CC=CC=C12)CC1(CN(CCC1)C(=O)C1=CC(=C(C=C1)C)NC1=C(C=CC=C1)F)O (3-((3,4-dihydroisoquinolin-2(1H)-yl)methyl)-3-hydroxypiperidin-1-yl)(3-((2-fluorophenyl)amino)-4-methylphenyl)methanone